(S)-4-(3-((tert-Butoxycarbonyl)amino)pyrrol-1-yl)-2-nitrobenzoic acid C(C)(C)(C)OC(=O)NC1=CN(C=C1)C1=CC(=C(C(=O)O)C=C1)[N+](=O)[O-]